4-Chloro-5-(methylsulfanyl)-2-nitrophenol ClC1=CC(=C(C=C1SC)O)[N+](=O)[O-]